N(=NC(=O)N)C(=O)N azodicarboxamide